OCC1=CC(=C(OCCCC(=O)O)C=C1[N+](=O)[O-])OC 4-(4-hydroxymethyl-2-methoxy-5-Nitrophenoxy)Butyric Acid